NC1=C(C=CC(=C1)CCN)O 2-amino-4-(2-aminoethyl)phenol